tetra-n-butylammonium perruthenate [Ru](=O)(=O)(=O)[O-].C(CCC)[N+](CCCC)(CCCC)CCCC